3,4-difluoro-N-[[1-[(1R)-3-(hydroxyamino)-3-oxo-1-[[3-(trifluoromethyl)phenyl]methyl]propyl]triazol-4-yl]methyl]benzamide methyl-neononanoate COC(CCCCC(C)(C)C)=O.FC=1C=C(C(=O)NCC=2N=NN(C2)[C@@H](CC(=O)NO)CC2=CC(=CC=C2)C(F)(F)F)C=CC1F